N-(2-chloro-3-((5-chloro-3-methyl-4-oxo-3,4-dihydroquinazolin-6-yl)amino)-4-fluorophenyl)-3-(difluoromethoxy)azetidine-1-sulfonic acid amide ClC1=C(C=CC(=C1NC=1C(=C2C(N(C=NC2=CC1)C)=O)Cl)F)NS(=O)(=O)N1CC(C1)OC(F)F